FC=1C=C(CC2=CC(=NC=C2)N2N=C(C(=C2)CO)C(=O)NC)C=C(C1)C(F)(F)F 1-(4-(3-fluoro-5-(trifluoromethyl)benzyl)pyridin-2-yl)-4-(hydroxymethyl)-N-methyl-1H-pyrazole-3-carboxamide